FC(C=1C=CC=2N(N1)C(=CN2)C=2C=C(NC(C2)=O)N2C[C@H](CCC2)CNS(=O)(=O)C)F (S)-N-((1-(4-(6-(Difluoromethyl)imidazo[1,2-b]pyridazin-3-yl)-6-oxo-1,6-dihydropyridin-2-yl)piperidin-3-yl)methyl)methanesulfonamide